4-(((3S,4R)-1-((5-chloropyridin-2-yl)sulfonyl)-4-hydroxy-4-(1-hydroxyethyl)pyrrolidin-3-yl)oxy)-2-fluorobenzonitrile ClC=1C=CC(=NC1)S(=O)(=O)N1C[C@@H]([C@@](C1)(C(C)O)O)OC1=CC(=C(C#N)C=C1)F